C1(CC1)N1N=C(C=C1)CN1C(C2=CC=C(C=C2C=N1)S)=O ((1-cyclopropyl-1H-pyrazol-3-yl)methyl)-6-mercaptophthalazin-1(2H)-one